(S)-1-((S)-1-Methylpyrrolidin-2-yl)ethanol CN1[C@@H](CCC1)[C@H](C)O